ClC=1C=C(C=CC1OC(F)(F)F)N1C2=NC(=NC=C2N=C1C#C[Si](C(C)C)(C(C)C)C(C)C)N1CCNCC1 9-(3-chloro-4-(trifluoromethoxy)phenyl)-2-(piperazin-1-yl)-8-((triisopropylsilyl)ethynyl)-9H-purine